C(#N)C1=CC(=C(COC2=CC=CC(=N2)C2=CC(=C(CC3=NC4=C(N3CC3OCCC3)C=C(C=C4)C(=O)O)C=C2F)F)C=C1)F 2-(4-(6-(4-Cyano-2-fluorobenzyloxy)pyridin-2-yl)-2,5-difluorobenzyl)-1-((tetrahydrofuran-2-yl)methyl)-1H-benzo[d]imidazole-6-carboxylic acid